2-(benzylthio)-5-nitrophenol C(C1=CC=CC=C1)SC1=C(C=C(C=C1)[N+](=O)[O-])O